OC[C@H](C1=CC=CC=C1)NC1=NC(=NC=C1C1=NC(=NO1)N1CCOCC1)NC1=CC=C2C(=N1)N(NC2=O)C (S)-6-((4-((2-hydroxy-1-phenylethyl)amino)-5-(3-morpholino-1,2,4-oxadiazol-5-yl)pyrimidin-2-yl)amino)-1-methyl-1,2-dihydro-3H-pyrazolo[3,4-b]pyridin-3-one